5-methoxy-2-((2-methoxy-4-(1H-pyrazol-4-yl)phenyl)sulfonyl)isoindoline COC=1C=C2CN(CC2=CC1)S(=O)(=O)C1=C(C=C(C=C1)C=1C=NNC1)OC